OCC1CC(C1)C#N 3-(hydroxymethyl)cyclobutanecarbonitrile